N-(1,1-dimethylsilolan-3-yl)-4,6-bis(trifluoromethyl)-1H-indole-2-carboxamide C[Si]1(CC(CC1)NC(=O)C=1NC2=CC(=CC(=C2C1)C(F)(F)F)C(F)(F)F)C